(S)-N-((4-(4-(trifluoromethyl)phenyl)-3,4-dihydro-2H-benzo[b][1,4]oxazin-2-yl)methyl)acrylamide FC(C1=CC=C(C=C1)N1C2=C(O[C@H](C1)CNC(C=C)=O)C=CC=C2)(F)F